4-(bromomethyl)cyclohexane-1-carboxylic acid BrCC1CCC(CC1)C(=O)O